NC=1C=C(C=CC1Br)CN(C(=O)C=1C=NC(=CC1)C(F)(F)F)C1=C(C=C(C=C1)F)S(=O)(=O)C N-[(3-amino-4-bromophenyl)methyl]-N-(4-fluoro-2-methanesulfonylphenyl)-6-(trifluoromethyl)pyridine-3-carboxamide